dichlorohexyl-2-propen ClC(CCCCCCC=C)Cl